N-(3-bromo-2-methylphenyl)-2-fluoro-4-formylbenzamide BrC=1C(=C(C=CC1)NC(C1=C(C=C(C=C1)C=O)F)=O)C